n-heptanol-2-d1 C(C(CCCCC)[2H])O